C1(=CC=CC=C1)N1[C@H](CCC1)C=1N=C(SC1)NC([C@@H](C)OCC1=CC=NC=C1)=O (R)-N-(4-((R)-1-phenylpyrrolidin-2-yl)thiazol-2-yl)-2-(pyridin-4-ylmethoxy)propanamide